(5R)-5-[5-[{2-[3,5-bis(trifluoromethyl)phenyl]-2-methylpropionyl}(methyl)amino]-4-(4-fluoro-2-methylphenyl)-2-pyridyl]-2-methyl-D-prolinamide FC(C=1C=C(C=C(C1)C(F)(F)F)C(C(=O)N(C=1C(=CC(=NC1)[C@H]1CC[C@@](N1)(C(=O)N)C)C1=C(C=C(C=C1)F)C)C)(C)C)(F)F